C(C)(C)(C)C1OC(C=2C1=NC=C(C2)N=C(C2=CC=CC=C2)C2=CC=CC=C2)=N 7-(tert-butyl)-3-((diphenylmethylene)amino)furo[3,4-b]pyridin-5(7H)-imine